tert-butyl 2-[5-[[5-chloro-4-(3-cyclopropylphenyl)pyrimidin-2-yl]amino]-3-pyridyl]-1-oxo-2,8-diazaspiro[4.5]decane-8-carboxylate ClC=1C(=NC(=NC1)NC=1C=C(C=NC1)N1C(C2(CC1)CCN(CC2)C(=O)OC(C)(C)C)=O)C2=CC(=CC=C2)C2CC2